CP(=O)(C)C1=C(C=CC=C1)NC1=NC(=NC=C1C(F)(F)F)NC1=C(C=C(C(=O)NOC)C=C1)C 4-((4-((2-(dimethylphosphoryl)phenyl)amino)-5-(trifluoromethyl)pyrimidin-2-yl)amino)-N-methoxy-3-(Methyl)benzamide